2,5-dimethyl-1H-imidazole-4-carboxamide CC=1NC(=C(N1)C(=O)N)C